CC(C)NC(=NC(C)C)OC O-methyl-N,N'-diisopropylIsourea